C(=O)(OC(C)(C)C)N(C)[C@H]1CNCC1 (R)-3-(N-BOC-N-methylamino)pyrrolidine